C(=O)C12C(CCC(C1(C)C)C2)C formylpinane